5-((4-(cyclohexylamino)pyrimidin-2-yl)amino)benzo[c][1,2]oxaborol-1(3H)-ol C1(CCCCC1)NC1=NC(=NC=C1)NC1=CC2=C(B(OC2)O)C=C1